OC1=C(C(C(=O)O)=CC=C1)N.NC1=C(C(=O)O)C=CC=C1O 2-amino-3-hydroxybenzoic acid (3-hydroxyanthranilate)